C(=O)(O)C1NCCC1 2-carboxypyrrolidin